2-(2-fluoro-4-iodo-6-methoxypyridin-3-yl)ethan-1-amine FC1=NC(=CC(=C1CCN)I)OC